n-methyl-1-(4-(1-isopropyl-3-methylimidazo[1,5-a]quinoxalin-8-yl)-2-(trifluoromethyl)phenyl)piperidin-4-amine CNC1CCN(CC1)C1=C(C=C(C=C1)C1=CC=C2N=CC=3N(C2=C1)C(=NC3C)C(C)C)C(F)(F)F